ClC=1N=C2C(=C(C(N(C2=CC1)C)=O)C#N)N1CCC(CC1)N(C)C1=NC=C(C=C1)Cl 6-chloro-4-[4-[(5-chloro-2-pyridyl)-methyl-amino]-1-piperidyl]-1-methyl-2-oxo-1,5-naphthyridine-3-carbonitrile